6-((5-fluoropyridin-2-yl)-amino)-N-methoxy-4-((4-(N-methyl-methanesulfonamido)-pyridin-3-yl)amino)nicotinamide FC=1C=CC(=NC1)NC1=NC=C(C(=O)NOC)C(=C1)NC=1C=NC=CC1N(S(=O)(=O)C)C